tert-butyl (1-((3-(3,6-difluoro-9H-carbazol-9-yl)-2-hydroxypropyl)amino)propan-2-yl)carbamate FC=1C=CC=2N(C3=CC=C(C=C3C2C1)F)CC(CNCC(C)NC(OC(C)(C)C)=O)O